N-p-fluorophenyl-1,3,4-thiadiazol-2-amine FC1=CC=C(C=C1)NC=1SC=NN1